2-(3-Fluoro-4-((5-fluoro-2-methyl-3-(4,4,5,5-tetramethyl-1,3,2-dioxaborolan-2-yl)phenyl)carbamoyl)phenyl)propan-2-yl 3-((tert-butoxycarbonyl)amino)propanoate C(C)(C)(C)OC(=O)NCCC(=O)OC(C)(C)C1=CC(=C(C=C1)C(NC1=C(C(=CC(=C1)F)B1OC(C(O1)(C)C)(C)C)C)=O)F